S(=O)(=O)(O)C1=C(C(=O)O)C=CC=C1C(=O)O.[K] potassium sulfoisophthalic acid